CN(C)CC=1C=C(SC1)\C=N\NC(=O)C=1OC(=CC1)C1=CC=C(C=C1)OC(C)C (E)-N'-((4-((dimethylamino)methyl)thiophen-2-yl)methylene)-5-(4-isopropoxyphenyl)furan-2-carbohydrazide